C1(=CC=CC=C1)C=1C(=C(C(=C(C1)O)CC)C1=CC=CC=C1)C1=CC=CC=C1.[Na] sodium triphenyl-ethylphenol